C(C1=CC=CC=C1)N(S(=O)(=O)C1=CC=C(C=C1)OC1=CC=CC=C1)C1=CC(=C(C(=O)NS(=O)(=O)C2=CC=CC=C2)C=C1)O 4-(N-benzyl-4-phenoxyphenylsulfonamido)-2-hydroxy-N-(phenylsulfonyl)benzamide